C1(CC1)N1CCP(CC1)(C1=CC(=C(C=C1)NC=1N=C(C2=C(N1)NC=C2C(F)(F)F)NC)OC)=O 1-cyclopropyl-4-(3-methoxy-4-((4-(methylamino)-5-(trifluoromethyl)-7H-pyrrolo[2,3-d]pyrimidin-2-yl)amino)phenyl)-1,4-azaphosphinane 4-oxide